(R)-4-(3H-[1,2,3]triazolo[4,5-b]pyridin-3-yl)-2-fluoro-N-(1,6-naphthyridin-5-yl)-N-(piperidin-3-yl)benzamide N1=NN(C2=NC=CC=C21)C2=CC(=C(C(=O)N([C@H]1CNCCC1)C1=C3C=CC=NC3=CC=N1)C=C2)F